8-(4-(4-(3-((2-(2,6-dioxopiperidin-3-yl)-1-oxoisoindolin-5-yl)thio)propionyl)piperazin-1-yl)piperidin-1-yl)-9-ethyl-6,6-dimethyl-11-oxo-6,11-dihydro-5H-benzo[b]carbazole-3-carbonitrile O=C1NC(CCC1N1C(C2=CC=C(C=C2C1)SCCC(=O)N1CCN(CC1)C1CCN(CC1)C=1C(=CC2=C(C(C=3NC4=CC(=CC=C4C3C2=O)C#N)(C)C)C1)CC)=O)=O